ClC1=C(OCC(=O)O)C=C(C(=C1)Cl)Cl (2,4,5-trichlorophenoxy)acetic acid